(1R,3S,4R)-2-((3-chloro-2-methylphenyl)glycyl)-5,5-difluoro-N-((S,E)-4-fluoro-4-(methylsulfonyl)-1-((R)-2-oxopyrrolidin-3-yl)but-3-en-2-yl)-2-azabicyclo[2.2.2]octane-3-carboxamide ClC=1C(=C(C=CC1)NCC(=O)N1[C@H]2CC([C@@H]([C@H]1C(=O)N[C@@H](C[C@@H]1C(NCC1)=O)\C=C(\S(=O)(=O)C)/F)CC2)(F)F)C